5-(4-(trifluoromethyl)phenyl)-1H-imidazole-2-carboxylic acid ethyl ester C(C)OC(=O)C=1NC(=CN1)C1=CC=C(C=C1)C(F)(F)F